O[Al+2].P1(=O)(OC2=C(C=C(C=C2C(C)(C)C)C(C)(C)C)CC2=C(C(=CC(=C2)C(C)(C)C)C(C)(C)C)O1)[O-].C1C2=C(C(=CC(=C2)C(C)(C)C)C(C)(C)C)OP(=O)(OC2=C1C=C(C=C2C(C)(C)C)C(C)(C)C)[O-] 2,2'-methylenebis(4,6-di-tert-butylphenyl) phosphate hydroxyaluminum salt